CC1(CCC=2C(=NNC2C1)C=1NC2=CC(=CC=C2C1)C(=O)N1C[C@@H](N(CC1)C(=O)OCCCC)C)C butyl (2S)-4-[2-(6,6-dimethyl-4,5,6,7-tetrahydro-1H-indazol-3-yl)-1H-indole-6-carbonyl]-2-methylpiperazine-1-carboxylate